2-[[N-hydroxy(methyl)carbamoyl]methyl]pentanedioic acid ON(C(=O)CC(C(=O)O)CCC(=O)O)C